3-methoxy-phenyl-methanol COC=1C=C(C=CC1)CO